N1-([1,1':3',1''-terphenyl]-2'-yl)-N1-(3-bromophenyl)-N3-(dibenzo[b,d]thiophen-1-yl)-N3,N5,N5-triphenylbenzene-1,3,5-triamine C1(=CC=CC=C1)C1=C(C(=CC=C1)C1=CC=CC=C1)N(C1=CC(=CC(=C1)N(C1=CC=CC=C1)C1=CC=CC=C1)N(C1=CC=CC=C1)C1=CC=CC=2SC3=C(C21)C=CC=C3)C3=CC(=CC=C3)Br